N-(2-cyanoethyl)-2-methyl-2-(5-(2-((4-(trifluoromethyl)phenyl)amino)phenyl)-1,3,4-oxadiazol-2-yl)propanamide C(#N)CCNC(C(C)(C=1OC(=NN1)C1=C(C=CC=C1)NC1=CC=C(C=C1)C(F)(F)F)C)=O